C(CCCCCCCCCCC\C=C/CCCCCCCC)(=O)[O-].[Mn+2].[Fe+2].C(C=CCCCCCCC)=O.C(CCCCCCCCCCC\C=C/CCCCCCCC)(=O)[O-].C(CCCCCCCCCCC\C=C/CCCCCCCC)(=O)[O-].C(CCCCCCCCCCC\C=C/CCCCCCCC)(=O)[O-] decen-1-al iron-manganese erucate